C(C)(C)(C)OC(=O)N(CC(=O)N1CCN(CC1)CC1=CC=C(C(=O)OC)C=C1)C1C(C1)C1=CC=CC=C1 Methyl 4-((4-(N-(tert-butoxycarbonyl)-N-(2-phenylcyclopropyl)glycyl)piperazin-1-yl) methyl)benzoate